Cl.Cl.C1NC[C@@]2([C@H]1CCC2)CN |r| (+/-)-1-[(3aS,6aR)-octahydrocyclopenta[c]pyrrol-3a-yl]methanamine dihydrochloride